Cl.ClC=1C=C(C=C(C1)Cl)C1CCNCC1 4-(3,5-dichlorophenyl)-piperidine hydrochloride